FC1=C(C(=O)N2CCC3(CN4N([C@@H](CC4)C4=CC(=CC(=C4)F)F)C3=O)CC2)C=C(C(=C1)C)F (S)-1-(2,5-difluoro-4-methylbenzoyl)-7'-(3,5-difluorophenyl)dihydro-1'H,3'H,5'H-spiro[piperidine-4,2'-pyrazolo[1,2-a]pyrazol]-1'-one